4-nitrophenyl-2,3-bis-O-tert-butyldimethylsilyl-α-D-ribose [N+](=O)([O-])C1=CC=C(C=C1)[C@@]1(O)[C@H](O[Si](C)(C)C(C)(C)C)[C@H](O[Si](C)(C)C(C)(C)C)[C@H](O1)CO